6-bromo-2,3-dimethylindazole BrC=1C=CC2=C(N(N=C2C1)C)C